4-cyclopropyl-7-(1-methyl-1H-pyrazol-3-yl)phthalazin-1-ol C1(CC1)C1=NN=C(C2=CC(=CC=C12)C1=NN(C=C1)C)O